C1(CCCCC1)C=1C=C(C(=NC1)NC(C1=C(C=CC(=C1)[N+](=O)[O-])SC1=NN=NN1C)=O)F N-(5-cyclohexyl-3-fluoropyridin-2-yl)-2-[(1-methyl-1H-1,2,3,4-tetrazol-5-yl)sulfanyl]-5-nitrobenzamide